COC(C(CC1=CC=CC=C1)N1C(C=C(C(=C1)OC)C1=C(C=CC(=C1)Cl)N)=O)=O 2-(4-(2-amino-5-chlorophenyl)-5-methoxy-2-oxopyridin-1(2H)-yl)-3-phenylpropionic acid methyl ester